C(C\C=C\CC(=O)OC)(=O)OC Dimethyl trans-3-Hexenedioate